terpinyl myristate C(CCCCCCCCCCCCC)(=O)O.C12(C(CCC(C1(C)C)C2)C)C21C(CCC(C2(C)C)C1)(C)C12C(CCC(C1(C)C)C2)C